BrC1=CC=C(C=C1)C(C)(C)OO 2-(4-bromophenyl)-2-propyl hydroperoxide